[Na+].C1(=CC=CC=C1)C(C(=O)[O-])C1=CC=CC=C1 diphenylacetic acid, sodium salt